(S)-1-(4-(3-Chloro-4-(2-chloro-3-(6-methoxy-5-(((((S)-5-oxopyrrolidin-2-yl)methyl)amino)methyl)pyridin-2-yl)phenyl)pyridin-2-yl)-2-methoxybenzyl)pyrrolidine-2-carboxylic acid ClC=1C(=NC=CC1C1=C(C(=CC=C1)C1=NC(=C(C=C1)CNC[C@H]1NC(CC1)=O)OC)Cl)C1=CC(=C(CN2[C@@H](CCC2)C(=O)O)C=C1)OC